BrC=1C=C(C(=NC1)C=1C=NC=2N(C1)N=C(C2)C(F)(F)F)SCC 6-(5-bromo-3-(ethylsulfanyl)pyridin-2-yl)-2-(trifluoromethyl)pyrazolo[1,5-a]pyrimidine